2-(3-(2-((1,5-dimethyl-1H-pyrazol-3-yl)amino)-5-methylpyrimidin-4-yl)-1H-indol-7-yl)-4-(4,4,5,5-tetramethyl-1,3,2-dioxaborolan-2-yl)isoindolin-1-one CN1N=C(C=C1C)NC1=NC=C(C(=N1)C1=CNC2=C(C=CC=C12)N1C(C2=CC=CC(=C2C1)B1OC(C(O1)(C)C)(C)C)=O)C